3-cyclopropyl-8-fluoro-N-[6-(4-isopropyl-4H-1,2,4-triazol-3-yl)pyridin-2-yl]-5-(naphthalen-2-ylmethyl)-5,6-dihydro-4H-benzo[f]imidazo[1,5-a][1,4]diazepine-9-carboxamide C1(CC1)C=1N=CN2C1CN(CC1=C2C=C(C(=C1)F)C(=O)NC1=NC(=CC=C1)C1=NN=CN1C(C)C)CC1=CC2=CC=CC=C2C=C1